CC1(CC(=O)O1)CCCCCCC γ-methyl-γ-decanolactone